ClC1=NC=CC=C1C1=CC=C(C=C1)[C@H](CO)NC(=O)[C@H]1N(C[C@@H](C1)O)C([C@H](C(C)C)NC(OC(C)(C)C)=O)=O tert-butyl ((S)-1-((2S,4R)-2-(((R)-1-(4-(2-chloropyridin-3-yl)phenyl)-2-hydroxyethyl)carbamoyl)-4-hydroxypyrrolidin-1-yl)-3-methyl-1-oxobutan-2-yl)carbamate